CC1=CC=C(O1)C1=NC=CC=2N1N=C(N2)C(F)(F)F 5-(5-methylfuran-2-yl)-2-(trifluoromethyl)-[1,2,4]triazolo[1,5-c]pyrimidin